FC=1C=C(C=CC1)C#CC=1C=C2C(=NC1)[C@@H]1[C@H](C2)CN(C1)C(=O)OC |r| (rac)-cis-Methyl 3-((3-fluorophenyl)ethynyl)-5a,6,8,8a-tetrahydropyrrolo[3',4':4,5]cyclopenta[1,2-b]pyridine-7(5H)-carboxylate